4-cyclopropyl-2-(4,4-difluorocyclohexyl)-N4-methylpyridine-3,4-diamine C1(CC1)C1(C(C(=NC=C1)C1CCC(CC1)(F)F)N)NC